OC=1C(=NC=C(C1)C1=C(C(=NO1)C1=CC=CC=C1)C1CCCCC1)C(=O)NCC(=O)O 3-Hydroxy-5-(4-cyclohexyl-3-phenylisoxazol-5-yl)picolinoyl-glycine